t-butyl (1-((2-methoxyphenyl)amino)-1-oxo-3-phenylpropan-2-yl)carbamate COC1=C(C=CC=C1)NC(C(CC1=CC=CC=C1)NC(OC(C)(C)C)=O)=O